C1(CC1)[C@H](CP(O)(=O)C)C1=CC(=CC=C1)OCC1=CC(=C(C=C1)C1=C(C=CC(=C1)O)F)[C@H](C(C)(C)C)OC ((S)-2-cyclopropyl-2-(3-((2'-fluoro-5'-hydroxy-2-((S)-1-methoxy-2,2-dimethylpropyl)-[1,1'-biphenyl]-4-yl)methoxy)phenyl)ethyl)(methyl)phosphinic acid